1-(6-methoxypyridin-3-yl)piperazine COC1=CC=C(C=N1)N1CCNCC1